C[Si](O[Si](Cl)(Cl)C=C)(C=C)C dimethyl-divinyl-dichlorodisiloxane